FC=1C=2[C@](C3=C(NC2N=CC1)CC(CC3=O)(C)C)(C3=CC=CC=C3)C (5S)-4-fluoro-5,8,8-trimethyl-5-phenyl-9,10-dihydro-7H-benzo[b][1,8]naphthyridin-6-one